ClC=1C=C(C=CC1F)NC(N([C@H](C)C1=CNC(C2=C(C=CC=C12)F)=O)CCS(=O)(=O)N)=O |r| Racemic-2-(3-(3-chloro-4-fluorophenyl)-1-(1-(8-fluoro-1-oxo-1,2-dihydroisoquinolin-4-yl)ethyl)ureido)ethane-1-sulfonamide